(5-((1-(3-cyanopropyl)-1H-benzo[d]imidazol-6-yl)ethynyl)-8-(methylamino)-2,7-naphthyridin-3-yl)cyclopropanecarboxamide C(#N)CCCN1C=NC2=C1C=C(C=C2)C#CC2=C1C=C(N=CC1=C(N=C2)NC)C2(CC2)C(=O)N